tert-butyl 3-iodo-4-methyl-2-[4-(trifluoromethyl)phenyl]-6,7-dihydropyrazolo[1,5-a]pyrazine-5(4H)-carboxylate IC=1C(=NN2C1C(N(CC2)C(=O)OC(C)(C)C)C)C2=CC=C(C=C2)C(F)(F)F